3-(1-(2,5-difluorophenyl)-1-hydroxyl-4-(trimethylsilyl)but-3-yn-1-yl)-1-methylpyridine FC1=C(C=C(C=C1)F)C(CC#C[Si](C)(C)C)(O)C=1CN(C=CC1)C